N,N-diethylpyrimidine-4-carboxamide C(C)N(C(=O)C1=NC=NC=C1)CC